2-oxo-N-(2-propyl-9H-xanthen-9-yl)-6-(trifluoromethyl)-1,2-dihydropyridine-3-carboxamide O=C1NC(=CC=C1C(=O)NC1C2=CC=CC=C2OC=2C=CC(=CC12)CCC)C(F)(F)F